C(/N)(=N/N)\C=1C(=[N+](C=CC1)[O-])C(F)(F)F (Z)-3-carbamohydrazonoyl-2-(trifluoromethyl)pyridine 1-oxide